1-(5-(1-isopropyl-2-methyl-1H-imidazo[4,5-b]pyridin-6-yl)pyrrolo[2,1-f][1,2,4]triazin-2-yl)cyclobutane-1,3-diamine C(C)(C)N1C(=NC2=NC=C(C=C21)C=2C=CN1N=C(N=CC12)C1(CC(C1)N)N)C